1-(4-bromo-5-fluoro-2-hydroxy-phenyl)-3-hydroxy-3-methyl-butan-1-one BrC1=CC(=C(C=C1F)C(CC(C)(C)O)=O)O